1-(3-methylbenzyl)-piperazine CC=1C=C(CN2CCNCC2)C=CC1